ClC=1C=C(NC=2C=3N(C=CN2)C(=CN3)C3=C(C(=C(OCC#N)C=C3)F)F)C=CC1C(=O)N1CCN(CC1)CCCl 2-[4-[8-[3-chloro-4-[4-(2-chloroethyl)piperazine-1-carbonyl]anilino]imidazo[1,2-a]pyrazin-3-yl]-2,3-difluoro-phenoxy]acetonitrile